7-chloro-5-(6-chloroindolin-1-yl)sulfonyl-2H-isoquinolin-1-one ClC1=CC(=C2C=CNC(C2=C1)=O)S(=O)(=O)N1CCC2=CC=C(C=C12)Cl